6-(4-(4,4-difluoro-1-(3-oxo-4-(trifluoromethyl)-3,5,6,7-tetrahydro-2H-cyclopenta[c]pyridazin-7-yl)piperidine-3-carbonyl)piperazin-1-yl)nicotinonitrile FC1(C(CN(CC1)C1CCC=2C1=NNC(C2C(F)(F)F)=O)C(=O)N2CCN(CC2)C2=NC=C(C#N)C=C2)F